2-(3-chloro-4-iodo-2-(tosyl)pyridin-1(2H)-yl)acetamide ClC=1C(N(C=CC1I)CC(=O)N)S(=O)(=O)C1=CC=C(C)C=C1